3-amino-5-methyl-4-oxo-2,3,4,5-tetrahydrobenzo[b][1,4]oxazepine-9-carbonitrile Hydrochloride Cl.NC1C(N(C2=C(OC1)C(=CC=C2)C#N)C)=O